(S)-4-(7-(3-cyanophenyl)-5-cyclopropyl-7H-pyrrolo[2,3-d]pyrimidin-4-yl)-3-methylpiperazine-1-carboxylic acid tert-butyl ester C(C)(C)(C)OC(=O)N1C[C@@H](N(CC1)C=1C2=C(N=CN1)N(C=C2C2CC2)C2=CC(=CC=C2)C#N)C